2,4-difluoro-N-(2-methoxy-5-(7-(piperidin-1-yl)thiazolo[5,4-d]pyrimidin-2-yl)pyridin-3-yl)benzenesulfonamide FC1=C(C=CC(=C1)F)S(=O)(=O)NC=1C(=NC=C(C1)C=1SC=2N=CN=C(C2N1)N1CCCCC1)OC